C12CNCC(CC1)N2C=2SC=1CN(CCC1N2)C(=O)N2C(CCC2)(C)C (2-(3,8-diazabicyclo[3.2.1]octan-8-yl)-6,7-dihydrothiazolo[5,4-c]pyridin-5(4H)-yl)(2,2-dimethylpyrrolidin-1-yl)methanone